CC1CN(CC(C1)C)C1=CC2=C(C(=N1)COC(NC)=O)CNC2=O ((6-(3,5-dimethylpiperidine-1-yl)-1-oxo-2,3-dihydro-1H-pyrrolo[3,4-c]pyridin-4-yl)methyl)(methyl)carbamate